BrC=1C=CC(=NC1)N(C=1OC(=NN1)C)C N-(5-bromopyridin-2-yl)-N,5-dimethyl-1,3,4-oxadiazol-2-amine